5-(2-azidoethyl)-1-methyl-1H-pyrazole N(=[N+]=[N-])CCC1=CC=NN1C